2-(4-(bromomethyl)phenyl)acetic acid BrCC1=CC=C(C=C1)CC(=O)O